NCCC1CN(CC(C1(F)F)C)C1=NC=C(C(=N1)NC=1C=C2C=C(C(N(C2=CC1)C)=O)OCC(=O)NC)Cl 2-[[6-[[2-[3-(2-aminoethyl)-4,4-difluoro-5-methyl-1-piperidinyl]-5-chloro-pyrimidin-4-yl]amino]-1-methyl-2-oxo-3-quinolinyl]oxy]-N-methyl-acetamide